1-cyclopropyl-6-fluoro-1,3-dihydro-2H-benzo[d]imidazol-2-one C1(CC1)N1C(NC2=C1C=C(C=C2)F)=O